2-(2-chlorophenyl)-N-{4-[2-(difluoromethyl)-1,3-thiazol-5-yl]-3-sulfamoylphenyl}acetamide methyl-5-(2-methoxy-2-oxo-ethyl)isoquinoline-4-carboxylate COC(=O)C1=CN=CC2=CC=CC(=C12)CC(=O)OC.ClC1=C(C=CC=C1)CC(=O)NC1=CC(=C(C=C1)C1=CN=C(S1)C(F)F)S(N)(=O)=O